BrC=1C=C2C(=C([N+](=C(C2=CC1)C)[O-])C(=C)C)C1=CC=CC=C1 6-bromo-1-methyl-4-phenyl-3-(prop-1-en-2-yl)isoquinoline 2-oxide